pyridine-4-carboxylic acid L-lysine salt N[C@@H](CCCCN)C(=O)O.N1=CC=C(C=C1)C(=O)O